mono(2-hydroxyethyl methacrylate) phosphate P(=O)(O)(O)O.OCCC=C(C(=O)O)C